3-((4-(3-Bromophenyl)-4-(2-(2-fluoro-5-((6-fluoro-4-vinyl-1H-indol-5-yl)oxy)phenyl)-1H-imidazol-5-yl)pentyl)oxy)-2,2-dimethylpropanoic acid BrC=1C=C(C=CC1)C(CCCOCC(C(=O)O)(C)C)(C)C1=CN=C(N1)C1=C(C=CC(=C1)OC=1C(=C2C=CNC2=CC1F)C=C)F